ClC1=NC=CC(=N1)C1=CC(=C2C=NN(C2=C1)C1OCCCC1)NCCOCCCCN(C(OC(C)(C)C)=O)CC1=CC(=C(C(=C1)F)OC(F)(F)F)F tert-butyl (4-(2-((6-(2-chloropyrimidin-4-yl)-1-(tetrahydro-2H-pyran-2-yl)-1H-indazol-4-yl)amino)ethoxy)butyl)(3,5-difluoro-4-(trifluoromethoxy)benzyl)carbamate